FC1=C(C(=O)[O-])NC(NC1=O)=O 5-fluoro-orotate